N(=[N+]=[N-])C1=CC(=C(C=C1)NCCCCN[C@@H]1[C@@H]([C@H]([C@@H]([C@@](C1)(O)CO)O)O)O)[N+](=O)[O-] (1S,2S,3R,4S,5S)-5-((4-((4-azido-2-nitrophenyl)amino)butyl)amino)-1-(hydroxymethyl)cyclohexane-1,2,3,4-tetraol